OC=1C=C2C=C(OC(C2=C(C1)O)=O)CC(C)O 6,8-dihydroxy-3-(2-hydroxypropyl)-1H-isochromen-1-one